C(=O)=C(CNC(C1=CC=C(C=C1)Br)=O)C N-(2-carbonylpropyl)-4-bromobenzamide